2-(4-cyanocyclohex-1-en-1-yl)-N-(2-methyl-5-(2-((S)-2-methylpyrrolidin-1-yl)acetamido)pyridin-3-yl)-1H-pyrrolo[2,3-b]pyridine-5-carboxamide C(#N)C1CC=C(CC1)C1=CC=2C(=NC=C(C2)C(=O)NC=2C(=NC=C(C2)NC(CN2[C@H](CCC2)C)=O)C)N1